C1(CC1)C#C[C@@]1(NC(NC2=CC(=C(C=C12)F)CN1N=C(C=C1)C1=NN(C=C1)C)=O)C(C)(F)F (S)-4-(cyclopropylethynyl)-4-(1,1-difluoroethyl)-6-fluoro-7-((1'-methyl-1H,1'H-[3,3'-bipyrazol]-1-yl)methyl)-3,4-dihydroquinazolin-2(1H)-one